OCC(CO)ONC(=O)C=1C(=C(C2=C(C(=CO2)C)C1)F)NC1=C(C=C(C=C1)I)F N-((1,3-dihydroxypropan-2-yl)oxy)-7-fluoro-6-((2-fluoro-4-iodophenyl)amino)-3-methylbenzofuran-5-carboxamide